2-(6-(6',7'-Dihydrospiro[cyclopropane-1,5'-pyrrolo[2,1-c][1,2,4]triazole]-3'-yl)pyridine-2-yl)-6-(isopropyl(methyl)amino)-4-((methylamino)methyl)-2,3-dihydro-1H-pyrrolo[3,4-c]pyridine N=1N=C(N2C1CCC21CC1)C1=CC=CC(=N1)N1CC=2C(=NC(=CC2C1)N(C)C(C)C)CNC